N-(3,4-dichloro-6-fluoro-9H-pyrido[2,3-b]indol-8-yl)-N-ethyl-carbamic acid tert-butyl ester C(C)(C)(C)OC(N(CC)C=1C=C(C=C2C3=C(NC12)N=CC(=C3Cl)Cl)F)=O